2-(4-chlorophenyl)ethyl 5-chloro-6-piperazin-1-yl-pyridine-3-carboxylate ClC=1C=C(C=NC1N1CCNCC1)C(=O)OCCC1=CC=C(C=C1)Cl